2-chloro-5-(1,2,3,6-tetrahydropyridin-2-yl)pyridine dihydrochloride Cl.Cl.ClC1=NC=C(C=C1)C1NCC=CC1